N4-((1-(2,2-difluoroethyl)piperidin-4-yl)methyl)-N2-(4-methoxy-3-(3-(pyrrolidin-1-yl)propoxy)phenyl)pyrimidine-2,4-diamine FC(CN1CCC(CC1)CNC1=NC(=NC=C1)NC1=CC(=C(C=C1)OC)OCCCN1CCCC1)F